[W].[O].P(S)(O)(O)=S dithiophosphoric acid oxygen tungsten